dimethyl-1-pyrrolidone CC=1C(C([N-]C1)=O)C